5-Cyclopropyl-3,3-dimethyl-2,3-dihydro-1H-pyrrolo[3,2-b]pyridine C1(CC1)C1=CC=C2C(=N1)C(CN2)(C)C